CN(CCCCCNC(=O)C=1N=NC(=CC1)[123I])C N-(5-(dimethylamino)pentyl)-6-[123I]iodopyridazine-3-carboxamide